[Br-].C(CCCCCCCCCCCCC)[N+](C)(C)CCO N-tetradecyl-N-(2-hydroxyethyl)-N,N-Dimethylammonium bromide